Cl.N1CCC(CC1)C1=NC2=CC=CN=C2C(=C1)N (piperidin-4-yl)-1,5-naphthyridin-4-amine hydrochloride